(7-(4-fluorophenoxy)-4-hydroxy-1-methyl-2-oxo-1,2-dihydroquinoline-3-carboxamido)acetic acid FC1=CC=C(OC2=CC=C3C(=C(C(N(C3=C2)C)=O)C(=O)NCC(=O)O)O)C=C1